N-(6-Cyanopyridin-3-yl)-2-[4-([1,2,4]triazolo[1,5-a]pyridin-7-yl)phenyl]acetamide C(#N)C1=CC=C(C=N1)NC(CC1=CC=C(C=C1)C1=CC=2N(C=C1)N=CN2)=O